COC=1C=CC=2C3=C(C(=NC2N1)C)N=C(N3CC3=CC=C(C=N3)S(=O)(=O)N)C 6-((7-Methoxy-2,4-dimethyl-1H-imidazo[4,5-c][1,8]naphthyridin-1-yl)methyl)pyridine-3-sulfonamide